ClC=1C(NC=CN1)=O 3-chloro-2(1H)-pyrazinone